C(C[C@@H](C(=O)O)N)CN=C(N)N L(+)-arginine